C(C)(=O)OCCN1N=C(C(=C1)OC=O)C 2-[4-(formyloxy)-3-methyl-1H-pyrazol-1-yl]ethyl acetate